Methyl 5-((2-methoxyethyl)amino)benzo[c][2,6]naphthyridine-8-carboxylate COCCNC1=NC2=C(C3=CN=CC=C13)C=CC(=C2)C(=O)OC